4-((4-bromophenyl)(phenyl)amino)benzyl alcohol BrC1=CC=C(C=C1)N(C1=CC=C(CO)C=C1)C1=CC=CC=C1